2-Chloro-7-ethoxy-3-(3-(4-(6-fluoropyridin-3-yl)phenyl)-4,5-dihydro-1H-pyrazol-5-yl)quinoline ClC1=NC2=CC(=CC=C2C=C1C1CC(=NN1)C1=CC=C(C=C1)C=1C=NC(=CC1)F)OCC